C(C)(C)(C)C=1C=C(C=C(C1O)C(C)(C)C)CCC(=O)[O-] 3-(3,5-di-tert-Butyl-4-hydroxyphenyl)-propionat